BrC1=C(C=C2C=CN(C2=C1)CC(C)C)F 6-Bromo-5-fluoro-1-isobutyl-1H-indole